(R)-4-((1r,4S)-4-(3-bromo-2-methylphenoxy)cyclohexyl)-1,1,1-trifluorobutan-2-amine BrC=1C(=C(OC2CCC(CC2)CC[C@H](C(F)(F)F)N)C=CC1)C